4,5,6,7-Tetrachloro-3-(4-dimethylamino-2-methoxyphenyl)-3-(1-butyl-2-methyl-1H-indol-3-yl)-1(3H)-isobenzofuranone ClC1=C2C(OC(C2=C(C(=C1Cl)Cl)Cl)=O)(C1=C(N(C2=CC=CC=C12)CCCC)C)C1=C(C=C(C=C1)N(C)C)OC